tert-butyl (3-(3-((5-((5-(4-(dimethylcarbamoyl)phenyl)pyridin-2-yl)amino)pyridin-3-yl)amino)-3-oxopropyl)phenyl)carbamate CN(C(=O)C1=CC=C(C=C1)C=1C=CC(=NC1)NC=1C=C(C=NC1)NC(CCC=1C=C(C=CC1)NC(OC(C)(C)C)=O)=O)C